FC1=C(C=C2C(C(=CN3C2=C1CCC3)CN[C@@H]3CN(CCC3)C=3C=NC(=CC3)[N+](=O)[O-])=O)F (S)-8,9-difluoro-2-(((1-(6-nitropyridin-3-yl)piperidin-3-yl)amino)methyl)-6,7-dihydro-1H,5H-pyrido[3,2,1-ij]quinolin-1-one